3-ethoxythiophenol C(C)OC=1C=C(C=CC1)S